O=S(C(F)(F)F)(=O)[Ag](S(=O)(=O)C(F)(F)F)N=[N+]=[N-] bis[dioxo(trifluoromethyl)-λ6-sulfanyl]silver azide